tert-Butyl 2-(2-(3-bromophenyl)-2-((3-((2-hydroxyethyl)sulfonyl)-2,2-dimethylpropoxy)methyl)propanoyl-3,3,3-d3)-1-methylhydrazine-1-carboxylate BrC=1C=C(C=CC1)C(C(=O)NN(C(=O)OC(C)(C)C)C)(C([2H])([2H])[2H])COCC(CS(=O)(=O)CCO)(C)C